ClC1=C(C(=O)OOC(C2=C(C=C(C=C2)Cl)Cl)=O)C=CC(=C1)Cl 2,4-Dichlorobenzoyl peroxide